FC1=C(N=CC2=C1N=C(N=C2N2C[C@@H](C[C@H](C2)C)O)OCC21CCCN1CCC2)C2=CC=CC1=CC=CC(=C21)F (3R,5R)-1-(8-fluoro-7-(8-fluoronaphthalen-1-yl)-2-((tetrahydro-1H-pyrrolizin-7a(5H)-yl)methoxy)pyrido[4,3-d]pyrimidin-4-yl)-5-methylpiperidin-3-ol